4-bromo-2-chloro-1-cyclopropyl-benzene BrC1=CC(=C(C=C1)C1CC1)Cl